propargyl-phosphate C(C#C)OP(=O)([O-])[O-]